The molecule is a C76 mycolic acid having a C50 meromycolic chain and a saturated C26 alpha-branch. It is produced by Mycobacterium tuberculosis H37Ra. It has a role as a bacterial metabolite. It is a mycolic acid and a hydroxy fatty acid. It is a conjugate acid of a 2R-2-[(1R)-1-hydroxy-16-{2-[10-(2-octadecylcyclopropyl)decyl]cyclopropyl}hexadecyl]hexacosanoate. CCCCCCCCCCCCCCCCCCCCCCCC[C@H]([C@@H](CCCCCCCCCCCCCCCC1CC1CCCCCCCCCCC2CC2CCCCCCCCCCCCCCCCCC)O)C(=O)O